BrC1=CC=CC(=N1)C1=NN=C2N1CCCCC2 3-(6-bromopyridin-2-yl)-6,7,8,9-tetrahydro-5H-[1,2,4]triazolo[4,3-a]azepine